tert-butyl 3-bromo-2-methyl-indole-1-carboxylate BrC1=C(N(C2=CC=CC=C12)C(=O)OC(C)(C)C)C